3-(3-amino-6-cyclopropyl-1H-pyrazolo[3,4-b]pyridine-1-carbonyl)-2-methylbenzonitrile NC1=NN(C2=NC(=CC=C21)C2CC2)C(=O)C=2C(=C(C#N)C=CC2)C